BrC=1C=C(C=NC(C(=O)O)C(C)C)C=C(C1)OC(C1=CC=C(C=C1)C)=O 2-(3-bromo-5-(4-meth-ylbenzoyloxy)benzylideneamino)-3-meth-ylbutanoic acid